N-nitroso-N-(2,4-difluorophenyl)-hydroxylamine N(=O)N(O)C1=C(C=C(C=C1)F)F